CS=C(C1=C(C(=CC(=C1)F)I)O)O.C(C)(CC)[Si](Cl)(Cl)N[Si](C)(C)C (sec-butyl)(trimethylsilyl)aminodichlorosilane S-methyl-5-fluoro-2-hydroxy-3-iodobenzothioate